tert-Butyl N-[(1S)-2-[[(1S)-2-[(2S,4S)-4-amino-2-[[(1R)-tetralin-1-yl]carbamoyl]pyrrolidin-1-yl]-1-cyclohexyl-2-oxo-ethyl]amino]-1-methyl-2-oxo-ethyl]-N-methyl-carbamate N[C@H]1C[C@H](N(C1)C([C@H](C1CCCCC1)NC([C@H](C)N(C(OC(C)(C)C)=O)C)=O)=O)C(N[C@@H]1CCCC2=CC=CC=C12)=O